C(N)(=O)C=1C(=C(C2=CC=CC=C2C1)Cl)NC(=O)C=1N(N=C(C1)OC(F)F)C1=NC=CC=C1Cl N-(3-carbamoyl-1-chloro-2-naphthyl)-2-(3-chloro-2-pyridyl)-5-(difluoro-methoxy)pyrazole-3-carboxamide